4-methoxypyrimidine COC1=NC=NC=C1